[Hg]Br mercury monobromide